OC1(CC(C1)C(=O)N1CC2(C1)C[C@@H](CC2)OC2=CC(=C(C=C2)C)C(F)(F)F)C |r| (rac)-((1s,3s)-3-Hydroxy-3-methylcyclobutyl)(6-(4-methyl-3-(trifluoromethyl)phenoxy)-2-azaspiro[3.4]octan-2-yl)methanon